C(C1=CC=CC=C1)OC(C1=C(C=C(C(=C1)OCCC1=CC=CC=C1)OC)[N+](=O)[O-])=O 5-(Benzylmethoxy)-4-methoxy-2-nitrobenzoic acid benzyl ester